5-bromo-3-(3-methoxyphenyl)benzo[c]isoxazole BrC1=CC=2C(=NOC2C2=CC(=CC=C2)OC)C=C1